OC1=CC=C(C=N1)C1CCC2(CC3=CC=CC=C3C2)CC1 (1s,4s)-4-(6-hydroxypyridin-3-yl)-1',3'-dihydrospiro[cyclohexane-1,2'-indene]